FC(C1=NC(=NO1)N[C@@H]1C[C@H](CC1)NC1=CC=C(C=N1)N1N=CC=CC1=O)F 2-(6-(((1S,3S)-3-((5-(difluoromethyl)-1,2,4-oxadiazol-3-yl)amino)cyclopentyl)amino)pyridin-3-yl)pyridazin-3(2H)-one